NC1=NC=CC(=N1)C1=C(N=C(S1)C1=CC=C(C=C1)N1CCN(CC1)C(=O)C1CCN(CC1)C1=CC=C(C=C1)[C@@H]1C(NC(CC1)=O)=O)C=1C(=C(C=CC1)NS(=O)(=O)CCC)F (R)-N-(3-(5-(2-aminopyrimidin-4-yl)-2-(4-(4-(1-(4-(2,6-dioxopiperidin-3-yl)phenyl)piperidine-4-carbonyl)piperazin-1-yl)phenyl)thiazol-4-yl)-2-fluorophenyl)propane-1-sulfonamide